4-(((2R,5R)-1-(2-(3,3-dimethyl-5-oxo-6-phenoxy-2,3,4,5-tetrahydro-1H-pyrrolo[3,2-b]pyridin-1-yl)-2-oxoethyl)-5-methylpiperazin-2-yl)methyl)morpholine-2-carboxamide CC1(CN(C2=C1NC(C(=C2)OC2=CC=CC=C2)=O)C(CN2[C@H](CN[C@@H](C2)C)CN2CC(OCC2)C(=O)N)=O)C